C1(=CC=CC=C1)C1=CC=CC=2C3=C(SC21)C(=CC=C3)C=3C=C(C=CC3)C3=CC=C(C=C3)C3=NC(=NC(=N3)C3=CC=CC=C3)C3=CC=CC=C3 2-{3'-(6-phenyldibenzothiophen-4-yl)-1,1'-biphenyl-4-yl}-4,6-diphenyl-1,3,5-triazine